((3aR,6aS)-5-(4,6-dimethylpyrimidin-2-yl)pyrrolo[3,4-c]pyrrol-2(1H)-yl)(2-(5-methylthiophene-2-yl)indolizine-1-yl)methanone CC1=NC(=NC(=C1)C)N1C=C2C(=C1)CN(C2)C(=O)C=2C(=CN1C=CC=CC21)C=2SC(=CC2)C